3-(3-oxo-7-((4-((4-(4-(trifluoromethyl)phenyl)piperazin-1-yl)methyl)benzyl)oxy)-1,3-dihydro-2H-indazol-2-yl)piperidine-2,6-dione O=C1N(NC2=C(C=CC=C12)OCC1=CC=C(C=C1)CN1CCN(CC1)C1=CC=C(C=C1)C(F)(F)F)C1C(NC(CC1)=O)=O